6-Chloro-3-[(1R)-1-[3,6-dimethyl-4-oxo-2-(1-oxo-2H-isoquinolin-7-yl)chromen-8-yl]ethoxy]pyridine-2-carboxamide ClC1=CC=C(C(=N1)C(=O)N)O[C@H](C)C=1C=C(C=C2C(C(=C(OC12)C1=CC=C2C=CNC(C2=C1)=O)C)=O)C